C(C=C)C1(CCC1)CNC(OC(C)(C)C)=O tert-butyl N-{[1-(prop-2-en-1-yl)cyclobutyl]methyl}carbamate